N-carboxymethyl-N-methacroyloxyethyl-N,N-dimethylammonium C(=O)(O)C[N+](C)(C)CCOC(=O)C(=C)C